5-(4-hydroxycyclohexyl)-2-methoxybenzoic acid OC1CCC(CC1)C=1C=CC(=C(C(=O)O)C1)OC